4-chloro-3-(5,7-difluoro-4-oxo-6-(trifluoromethyl)-1,4-dihydroquinolin-2-yl)benzonitrile ClC1=C(C=C(C#N)C=C1)C=1NC2=CC(=C(C(=C2C(C1)=O)F)C(F)(F)F)F